(S)-5-benzyl-3-((7-(3-hydroxy-3-methylbut-1-yn-1-yl)-5-methyl-4-oxo-2,3,4,5-tetrahydrobenzo[b][1,4]oxazepin-3-yl)carbamoyl)-1,2,4-triazol-1-ide C(C1=CC=CC=C1)C1=NC(=N[N-]1)C(N[C@@H]1C(N(C2=C(OC1)C=CC(=C2)C#CC(C)(C)O)C)=O)=O